O[C@@H]1C[C@H](N(C1)C(C(C(C)C)C1=CC(=NO1)C)=O)C(=O)OCC1=CC=CC=C1 benzyl (2S,4R)-4-hydroxy-1-(3-methyl-2-(3-methylisoxazol-5-yl)butanoyl)pyrrolidine-2-carboxylate